Br.C(C)N(CC)CC triethylamine hydrogen bromide salt